tert-butyl-4-(2-cyano-5-((6-(pyridin-4-yl)thiazolo[4,5-b]pyridin-2-yl)carbamoyl)pyridin-4-yl)piperazine-1-carboxylate C(C)(C)(C)OC(=O)N1CCN(CC1)C1=CC(=NC=C1C(NC=1SC=2C(=NC=C(C2)C2=CC=NC=C2)N1)=O)C#N